N-(8-amino-7-cyano-6-(4-methylpyridin-3-yl)isoquinolin-3-yl)cyclopropanecarboxamide NC=1C(=C(C=C2C=C(N=CC12)NC(=O)C1CC1)C=1C=NC=CC1C)C#N